tert-butyl (R)-(1-(2-fluorophenyl)ethyl)((5-(2-hydroxypropan-2-yl)pyridin-2-yl)methyl)carbamate FC1=C(C=CC=C1)[C@@H](C)N(C(OC(C)(C)C)=O)CC1=NC=C(C=C1)C(C)(C)O